COC1=NC=CC=C1N1C[C@H]([C@@H](C1)C1=CC=CC=C1)NC(=O)NC1=C(C(=NN1C1=CC=CC=C1)C1=CC=CC=C1)C ((3S,4R)-1-(2-methoxypyridin-3-yl)-4-phenylpyrrolidin-3-yl)-3-(4-methyl-1,3-diphenyl-1H-pyrazol-5-yl)urea